ClC1=CC(=C(C=C1)C1=CC(=CN=N1)C(=O)NCC=1C(=NC=CC1)N1CCOCC1)C 6-(4-chloro-2-methyl-phenyl)-N-[(2-morpholino-3-pyridinyl)methyl]pyridazine-4-carboxamide